FC(C1=CC=C(C=C1)C1(CC1)N)(F)F 1-(4-(trifluoromethyl)phenyl)cyclopropan-1-amine